(4-Hydroxypiperidin-1-yl)-N-(6-methylpyridin-2-yl)-2-morpholinooxazolo[4,5-b]pyridine-6-carboxamide OC1CCN(CC1)C1=C(C=C2C(=N1)N=C(O2)N2CCOCC2)C(=O)NC2=NC(=CC=C2)C